FC(C1=CC2=C(N=C(N=C2)NC2CCN(CC2)S(=O)(=O)C)N(C1=O)[C@H]1[C@](CCC1)(C)O)F 6-(difluoromethyl)-8-((1R,2R)-2-hydroxy-2-methylcyclopentyl)-2-(1-(methyl-sulfonyl)piperidin-4-ylamino)pyrido[2,3-d]pyrimidin-7(8H)-one